2,5-diketohexane O=C(C)CCC(C)=O